1-[2,6-difluoro-4-(5-hydroxymethyl-thiophen-3-yl)-phenyl]-piperidine FC1=C(C(=CC(=C1)C1=CSC(=C1)CO)F)N1CCCCC1